C(C1=CC=CC=C1)C1CCN(CC1)CC=1NC=NN1 5-((4-benzyl-piperidin-1-yl)methyl)-4H-1,2,4-triazol